2-(8-chloro-9,9-dimethyl-9,10-dihydroacridin-3-yl)propan-2-ol ClC=1C=CC=C2NC=3C=C(C=CC3C(C12)(C)C)C(C)(C)O